CN(C=1C=CC2=CC=C(C(=C2C1)C(=O)NN)C(=O)O)C 7-dimethylaminonaphthalene-1,2-dicarboxylic hydrazide